6-chloro-N-{2,4-difluoro-3-[2-(oxan-4-ylamino)quinazolin-6-yl]phenyl}-1-hydroxy-2,3-dihydro-1H-indene-4-sulfonamide ClC=1C=C(C=2CCC(C2C1)O)S(=O)(=O)NC1=C(C(=C(C=C1)F)C=1C=C2C=NC(=NC2=CC1)NC1CCOCC1)F